BrC1C(CCCCC1Br)=O 2,3-dibromocycloheptane-1-one